ClC=1C=C(C=NC1N1CCC(CC1)(F)F)NC(=O)NC1=CNC=2C1=NC=CC2 1-(5-chloro-6-(4,4-difluoropiperidin-1-yl)pyridin-3-yl)-3-(1H-pyrrolo[3,2-b]pyridin-3-yl)urea